COC1=CC=C(C=C1)CNC1=C2NC(N(C2=NC(=N1)SCCC)CC1=CC=C(C=C1)C)=O 6-[(4-methoxyphenyl)methylamino]-2-propylsulfanyl-9-(p-tolylmethyl)-7H-purin-8-one